methyl-isopropylferrocene CC=1[C-](C=CC1)C(C)C.[CH-]1C=CC=C1.[Fe+2]